6-methylisonicotinic acid methyl ester COC(C1=CC=NC(=C1)C)=O